pyridine 4-methylbenzenesulfonate CC1=CC=C(C=C1)S(=O)(=O)O.N1=CC=CC=C1